7-(3-fluoro-4-((4-methylpiperazin-1-yl)methyl)phenyl)-4-(p-tolyloxy)quinoline FC=1C=C(C=CC1CN1CCN(CC1)C)C1=CC=C2C(=CC=NC2=C1)OC1=CC=C(C=C1)C